COC=1C(=CC(=C(C1)N1CCC2(CC1)CCN(CC2)C)C)[N+](=O)[O-] 3-(5-methoxy-2-methyl-4-nitrophenyl)-9-methyl-3,9-diazaspiro[5.5]undecane